Cl.BrC=1C=CC(=NC1)CN (5-bromo-2-pyridyl)methanamine hydrochloride